Cl.C[C@@H]1NCC=2N(C1)N=C(C2C2=CC=NC=C2)C=2C=C(C#N)C=CC2 3-[(6S)-6-methyl-3-(pyridin-4-yl)-4,5,6,7-tetrahydropyrazolo[1,5-a]pyrazin-2-yl]benzonitrile hydrochloride